IC=1C=C(CNC2=C3N=CN(C3=NC(=N2)SC)C)C=CC1 N6-(3-iodobenzyl)-9-methyl-2-methylthioadenine